C(=O)(O)OC(=O)O.C(CCC)=O Butyraldehyde Dicarbonate